CC=1SC(=CN1)C1=NC=CC=N1 2-(2-methylthiazol-5-yl)pyrimidin